(R)-1-(3-(3-(6-amino-3-fluoropyrazin-2-yl)-5-chlorophenyl)morpholino)prop-2-en-1-one NC1=CN=C(C(=N1)C=1C=C(C=C(C1)Cl)[C@@H]1COCCN1C(C=C)=O)F